Dimethyl 1-[2-(5-fluoro-2,3-dihydro-1,4-benzodioxin-6-yl)-2-oxoethyl]-1H-pyrazole-3,5-dicarboxylate FC1=C(C=CC=2OCCOC21)C(CN2N=C(C=C2C(=O)OC)C(=O)OC)=O